C(#N)CC1(CC1)N(C(OC(C)(C)C)=O)CC(O)C1=CC(=CC=C1)OC(F)F tert-butyl (1-(cyanomethyl)cyclopropyl)(2-(3-(difluoromethoxy)phenyl)-2-hydroxyethyl)carbamate